methyl 6-amino-2-[4-(benzyloxymethyl)cyclohexyl]-1,3-benzothiazole-5-carboxylate NC1=CC2=C(N=C(S2)C2CCC(CC2)COCC2=CC=CC=C2)C=C1C(=O)OC